methyl ((3-(3-cyano-4-((2-isopropyl-1H-imidazol-1-yl)methyl)phenyl)-5-isobutylthiophen-2-yl)sulfonyl)carbamate C(#N)C=1C=C(C=CC1CN1C(=NC=C1)C(C)C)C1=C(SC(=C1)CC(C)C)S(=O)(=O)NC(OC)=O